C(CCCCCCC)(=O)OC[C@H](O)CO |r| 1-octanoyl-rac-glycerol